[Li].[Li].C1(C(CCCC1)C(=O)O)C(=O)O cyclohexane-1,2-dicarboxylic acid dilithium